ClC1=NC(=C2N=CN(C2=N1)[C@H]1[C@H]([C@@H]([C@H](O1)CO)O)F)OCCCCC (2R,3R,4S,5R)-5-(2-chloro-6-(pentyloxy)-9H-purin-9-yl)-4-fluoro-2-(hydroxymethyl)tetrahydrofuran-3-ol